tert-Butyl N-(7-oxabicyclo[2.2.1]heptan-2-ylcarbamothioyl)carbamate C12C(CC(CC1)O2)NC(=S)NC(OC(C)(C)C)=O